C(C)(C)NC1=C(C=NC2=C1NC=1C=C(C=CC21)C#N)C2=NNC(=N2)CCC 4-(isopropylamino)-3-(5-propyl-1H-1,2,4-triazol-3-yl)-5H-pyrido[3,2-b]indole-7-carbonitrile